Tert-butyl 4-(4-cyano-6-(naphthalen-1-yl)-3-(piperidin-1-yl)-5,6,7,8-tetrahydro-2,6-naphthyridin-1-yl)piperazine-1-carboxylate C(#N)C1=C(N=C(C=2CCN(CC12)C1=CC=CC2=CC=CC=C12)N1CCN(CC1)C(=O)OC(C)(C)C)N1CCCCC1